dimethyl-1,3-propanediamine CC(CN)(CN)C